N1(N=CC=C1)C1=C(C=CC=C1)NC1=NC(=NC=C1C(=O)OC(C)C)NC1=C(C=C(C(=C1)NC(C=C)=O)N(C)CCN(C)C)OC Isopropyl 4-((2-(1H-pyrazol-1-yl)phenyl)amino)-2-((5-acrylamido-4-((2-(dimethylamino)ethyl)(methyl)amino)-2-methoxyphenyl)amino)pyrimidin-5-carboxylate